Cyclohexanecarboxylic acid (5-{5-[N'-(2-chloro-6-methylbenzoyl)hydrazinecarbonyl]-2-methyl-phenylethynyl}-pyridin-2-yl)amide ClC1=C(C(=O)NNC(=O)C=2C=CC(=C(C2)C#CC=2C=CC(=NC2)NC(=O)C2CCCCC2)C)C(=CC=C1)C